C(CC(C)C)NC(=O)N1C(N(C=2C1=NC=CC2)C)=O N-iso-Pentyl-1-methyl-2-oxo-1,2-dihydro-3H-imidazo[4,5-b]pyridine-3-carboxamide